methyl 3-(1,1-difluoro-2-methylpropyl)bicyclo[1.1.1]pentane-1-carboxylate FC(C(C)C)(F)C12CC(C1)(C2)C(=O)OC